(1H-benzo[d]imidazol-2-yl) phosphoramidate P(OC1=NC2=C(N1)C=CC=C2)([O-])(=O)N